tert-butyl 4-(5-chloro-2-thienyl)-4-cyano-piperidine-1-carboxylate ClC1=CC=C(S1)C1(CCN(CC1)C(=O)OC(C)(C)C)C#N